(2-(((2S,4S)-4-cyclohexyl-1-(morpholinosulfonyl)pyrrolidin-2-yl)methoxy)pyridin-4-yl)methanamine 2,2,2-trifluoroacetate FC(C(=O)O)(F)F.C1(CCCCC1)[C@@H]1C[C@H](N(C1)S(=O)(=O)N1CCOCC1)COC1=NC=CC(=C1)CN